2-[3-methoxy-4-(1H-pyrazol-4-yl)phenyl]8-(2-methoxypyrimidine-5-carbonylPhenyl)-2,8-diazaspiro[4.5]Decan-1-one COC=1C=C(C=CC1C=1C=NNC1)N1C(C2(CC1)CCN(CC2)C2=C(C=CC=C2)C(=O)C=2C=NC(=NC2)OC)=O